2-(1-(5-Bromoisoindolin-2-yl)ethyl)-5-hydroxy-4H-pyran-4-one BrC=1C=C2CN(CC2=CC1)C(C)C=1OC=C(C(C1)=O)O